C(C)(=O)C1=CN(C2=CC=CC=C12)CC(=O)N(C(C)C)CC(=O)NCC1=C(C(=CC=C1)Cl)F 2-(3-acetyl-1H-indol-1-yl)-N-(2-((3-chloro-2-fluorobenzyl)amino)-2-oxoethyl)-N-isopropylacetamide